C(C)OC(CCCN1N=C2C(CN(CC2)C(=O)OC(C)(C)C)=C1C(=O)OCC)=O 5-tert-Butyl 3-ethyl 2-(4-ethoxy-4-oxobutyl)-2,4,6,7-tetrahydro-5H-pyrazolo[4,3-c]pyridine-3,5-dicarboxylate